7-chloro-3,4-dihydro-2,6-naphthyridine-2(1h)-carboxylic acid tert-butyl ester C(C)(C)(C)OC(=O)N1CC2=CC(=NC=C2CC1)Cl